O=C1N(CCC(N1)=O)C=1C=C(C(=O)O)C=CC1 3-(2,4-Dioxo-1,3-diazinan-1-yl)benzoic acid